methyl 4-(5-isopropoxy-6-methoxybenzo[b]thiophen-2-yl)-2-methyl-4-oxobutanoate C(C)(C)OC1=CC2=C(SC(=C2)C(CC(C(=O)OC)C)=O)C=C1OC